C(C)OC(=O)C1(CNC1)C1=CC(=CC=C1)F 3-(3-fluorophenyl)azetidine-3-carboxylic acid ethyl ester